NC=1N=CC(=NC1C1=CC(=NO1)C1=CC=C(C=C1)CNC)C1=CC2=C(S(C(C2F)(C)C)(=O)=O)C=C1 5-(5-amino-6-(3-(4-((methylamino)methyl)phenyl)isoxazol-5-yl)pyrazin-2-yl)-3-fluoro-2,2-dimethyl-2,3-dihydrobenzo[b]thiophene 1,1-dioxide